1-methyl-N-(oxetan-3-yl)-2-((6-(trifluoromethoxy)benzo[d]oxazol-2-yl)amino)-1H-benzo[d]imidazole-5-carboxamide CN1C(=NC2=C1C=CC(=C2)C(=O)NC2COC2)NC=2OC1=C(N2)C=CC(=C1)OC(F)(F)F